(1S,2S)-N-[[(2R)-2-(3-chlorophenyl)-3,3-difluoro-oxetan-2-yl]methyl]-2-phenyl-cyclopropanecarboxamide ClC=1C=C(C=CC1)[C@@]1(OCC1(F)F)CNC(=O)[C@@H]1[C@H](C1)C1=CC=CC=C1